FC=1C=C(C#N)C=C(C1)OC1=C(C2=C(C(N(S2(=O)=O)C)=O)C=C1)C(F)F 3-fluoro-5-((2-methyl-1,1-dioxo-3-oxo-7-(difluoromethyl)-2,3-dihydrobenzo[d]isothiazol-6-yl)oxy)benzonitrile